C(C)OCCNC(=O)C=1C(=C2C(=NC1)SC(=C2)C2=CN=CS2)NC(C)C N-(2-Ethoxyethyl)-4-(isopropylamino)-2-(thiazol-5-yl)thieno[2,3-b]pyridin-5-carboxamid